FC1=CC=C(S1)S(=O)(=O)Cl 5-fluorothiophene-2-sulfonyl chloride